NC[C@]1([C@H]2[C@@H]3C[C@@H](CC[C@H]13)C2)CC(=O)OC(C)(C)C |r| (±)-tert-butyl 2-((1R,2R,3S,6R,8R)-2-(aminomethyl)tricyclo[4.2.1.03,8]nonan-2-yl)acetate